ClC1=C(C=CC(=C1)OC1=CC=C(C=C1)Cl)C(CN1N=CN=C1)=O 1-(2-chloro-4-(4-chlorophenoxy)phenyl)-2-(1H-1,2,4-triazol-1-yl)ethan-1-one